C(C)(C)(C)OC(=O)N[C@@H](CCC(=O)OC)C(=O)OC dimethyl t-butoxycarbonyl-L-glutamate